gadolinium-calcium-gadolinium [Gd].[Ca].[Gd]